2,7-bis[2-(diethylamino)-propylcarbonyl]-dibenzofuran dihydrochloride Cl.Cl.C(C)N(C(CC(=O)C1=CC2=C(OC3=C2C=CC(=C3)C(=O)CC(C)N(CC)CC)C=C1)C)CC